(R)-N-(5-(5-ethyl-1,2,4-oxadiazol-3-yl)-2,3-dihydro-1H-inden-1-yl)-1,5-dimethyl-1H-pyrazole-3-carboxamide C(C)C1=NC(=NO1)C=1C=C2CC[C@H](C2=CC1)NC(=O)C1=NN(C(=C1)C)C